OC1=C(C(=O)C2=C(C=CC=C2)O)C=CC(=C1)OC 2,2'-di-hydroxy-4-methoxybenzophenone